N4-cyclopropyl-N2-(1-(methylsulfonyl)-1H-indazol-4-yl)-5-(trifluoromethyl)pyrimidine-2,4-diamine C1(CC1)NC1=NC(=NC=C1C(F)(F)F)NC1=C2C=NN(C2=CC=C1)S(=O)(=O)C